BrC1=CC=C2C(=NNC2=C1)I 6-bromo-3-iodo-1H-indazole